FC1(CC(C1)N1C(=NC2=NC=C(C=C21)C=2C=CN1N=C(N=CC12)NC1CC2(COC2)C1)C)F 5-(1-(3,3-difluorocyclobutyl)-2-methyl-1H-imidazo[4,5-b]pyridin-6-yl)-N-(2-oxaspiro[3.3]heptan-6-yl)pyrrolo[2,1-f][1,2,4]triazin-2-amine